C(C)(=O)N1C[C@H](CC1)N(C1=CC=C(C=C1)NC1=NC=C(C(=N1)OC=1C=C(C=CC1)NC(C=C)=O)OC)C (S)-N-(3-((2-((4-((1-ACETYLPYRROLIDIN-3-YL)(METHYL)AMINO)PHENYL)AMINO)-5-METHOXYPYRIMIDIN-4-YL)OXY)PHENYL)ACRYLAMIDE